cis-1-((1H-1,2,3-triazol-1-yl)methyl)-N-(3-(5-fluoropyrimidin-2-yl)-4-methylphenyl)-3-methyl-6-azabicyclo[3.1.1]heptane-6-carboxamide N1(N=NC=C1)CC12CC(CC(N1C(=O)NC1=CC(=C(C=C1)C)C1=NC=C(C=N1)F)C2)C